SODIUM NICKEL IRON MANGANESE OXIDE [O-2].[Mn+2].[Fe+2].[Ni+2].[Na+]